(S)-N-(8-(methylamino)-5-(5-(2-methyltetrahydrofuran-2-yl)benzo[d]oxazol-2-yl)-2,7-naphthyridin-3-yl)cyclopropanecarboxamide CNC=1N=CC(=C2C=C(N=CC12)NC(=O)C1CC1)C=1OC2=C(N1)C=C(C=C2)[C@]2(OCCC2)C